tertbutyl methyl(3-oxopropyl)carbamate CN(C(OC(C)(C)C)=O)CCC=O